C(#C)C1=CC(=C(C=C1)C1=C(C=C(N=N1)NC(CNC)=O)C(F)(F)F)O N-(6-(4-ethynyl-2-hydroxyphenyl)-5-trifluoromethylpyridazin-3-yl)-2-(methylamino)acetamide